C(C)NC(=O)N1CC2(CCN3N=C(C=C32)C=3C=NC2=CC=C(C=C2C3)O)C1 N-Ethyl-2'-(6-hydroxyquinolin-3-yl)-5',6'-dihydrospiro[azetidine-3,4'-pyrrolo[1,2-b]pyrazole]-1-carboxamide